5-maleimidohexanoic acid C1(C=CC(N1C(CCCC(=O)O)C)=O)=O